(4-oxo-3-(pent-4-en-1-yl)-3,4-dihydroquinazolin-6-yl)carbamic acid tert-butyl ester C(C)(C)(C)OC(NC=1C=C2C(N(C=NC2=CC1)CCCC=C)=O)=O